6-((6-fluoropyridin-2-yl)amino)-N-methoxy-N-methyl-4-((2-(N-methyl-methanesulfonamido)phenyl)amino)nicotinamide FC1=CC=CC(=N1)NC1=NC=C(C(=O)N(C)OC)C(=C1)NC1=C(C=CC=C1)N(S(=O)(=O)C)C